N1(CCCCC1)CCCOC1=CC=C2C(=NC(=NC2=C1)N1CCCC1)NC1CS(CCC1)(=O)=O 3-((7-(3-(piperidin-1-yl)propoxy)-2-(pyrrolidin-1-yl)quinazolin-4-yl)amino)tetrahydro-2H-thiopyran 1,1-dioxide